4-(2,3,4,6-tetra-O-acetyl-beta-D-glucopyranosyloxy)aniline C(C)(=O)O[C@H]1[C@@H](O[C@@H]([C@H]([C@@H]1OC(C)=O)OC(C)=O)COC(C)=O)OC1=CC=C(N)C=C1